FC=1C=C(C(=O)NC2=CC(=C(C=C2)C=2CCNCC2)F)C=CC1C=1CCNCC1 3-fluoro-N-(3-fluoro-4-(1,2,3,6-tetrahydropyridin-4-yl)phenyl)-4-(1,2,3,6-tetrahydropyridin-4-yl)benzamide